3-(4-(5-methyl-2-((1-methyl-1H-pyrazol-4-yl)amino)pyrimidin-4-yl)phenoxy)propanenitrile CC=1C(=NC(=NC1)NC=1C=NN(C1)C)C1=CC=C(OCCC#N)C=C1